FC(C=1C=NN(C1)CC(=O)O)(F)F 2-(4-(trifluoromethyl)-1H-pyrazol-1-yl)acetic acid